8-Chloro-7-[(2-methyl-3H-benzimidazol-5-yl)oxy]-2-[1-[(3-methyltetrahydrofuran-3-yl)methyl]pyrazol-4-yl]quinoxaline ClC=1C(=CC=C2N=CC(=NC12)C=1C=NN(C1)CC1(COCC1)C)OC1=CC2=C(N=C(N2)C)C=C1